(3-amino-6-(pyridin-3-ylsulfonyl)-4,5,6,7-tetrahydropyrazolo[3,4-c]pyridin-2-yl)(6-fluoro-1,2,3,4-tetrahydroquinolin-4-yl)methanone NC=1N(N=C2CN(CCC21)S(=O)(=O)C=2C=NC=CC2)C(=O)C2CCNC1=CC=C(C=C21)F